8-aminonaphthalene-1,3,6-trisulfonic acid disodium [Na].[Na].NC=1C=C(C=C2C=C(C=C(C12)S(=O)(=O)O)S(=O)(=O)O)S(=O)(=O)O